FC=1C=C(C=CC1OC)C(C#N)O[Si](C)(C)C 2-(3-fluoro-4-methoxyphenyl)-2-((trimethylsilyl)oxy)acetonitrile